neodymium N-propoxide [O-]CCC.[Nd+3].[O-]CCC.[O-]CCC